ClC=1C=CC(=C(C1)[C@H](CCN(C(C(=O)OCC)C1=C(C(=CC=C1)C)C1CCC(CC1)OCC(F)(F)F)C)CCN1CC(CC1)(C)C)C ethyl 2-(((S)-3-(5-chloro-2-methylphenyl)-5-(3,3-dimethylpyrrolidin-1-yl)pentyl)(methyl)amino)-2-(3-methyl-2-((1r,4S)-4-(2,2,2-trifluoroethoxy)cyclohexyl)phenyl)acetate